5-methacrylamido-2-hydroxymethylphenylboronic acid C(C(=C)C)(=O)NC=1C=CC(=C(C1)B(O)O)CO